ethyl 3-(2-((tert-butyloxycarbonyl)(methyl)amino)pyridin-4-yl)-2-methylpropanoate C(C)(C)(C)OC(=O)N(C1=NC=CC(=C1)CC(C(=O)OCC)C)C